7-Fluoro-4-((2,4-dimethoxybenzyl)amino)imidazo[1,5-a]quinoxaline-8-carboxylic acid FC=1C=C2N=C(C=3N(C2=CC1C(=O)O)C=NC3)NCC3=C(C=C(C=C3)OC)OC